NC=1N=C(C2=C(N1)C=NN2CC2=CC(=NC=C2OC)CNC)N[C@H](CCO)CCC (3S)-3-{[5-amino-1-({5-methoxy-2-[(methylamino)methyl]pyridin-4-yl}methyl)-1H-pyrazolo[4,3-d]pyrimidin-7-yl]amino}hexan-1-ol